CC1=CC=C(COCCCCCCI)C=C1 6-iodohexyl 4-methylbenzyl ether